3-((4-(2-chlorophenyl)piperidin-1-yl)carbonyl)-1,5,7-trimethyl-1,5-dihydro-4H-pyrrolo[3,2-c]pyridin-4-one ClC1=C(C=CC=C1)C1CCN(CC1)C(=O)C1=CN(C2=C1C(N(C=C2C)C)=O)C